C(C)(=O)OCCCCCC\C=C\CCCC (E)-7-dodecen-1-yl acetate